N-((1s,3s)-3-((5-(1-(2,2-difluoroethyl)-1H-benzo[d][1,2,3]triazol-6-yl)-7H-pyrrolo[2,3-d]pyrimidin-2-yl)amino)-1-methylcyclobutyl)propionamide FC(CN1N=NC2=C1C=C(C=C2)C2=CNC=1N=C(N=CC12)NC1CC(C1)(C)NC(CC)=O)F